ClC1=CC=C(C=C1)C=1N=C2N(C=CC=N2)C1CN1C2CN(C(C1)CC2)C(=O)OC(C)(C)C Tert-butyl 5-{[2-(4-chlorophenyl) imidazo[1,2-a]pyrimidin-3-yl] methyl}-2,5-diazabicyclo[2.2.2]octane-2-carboxylate